C(C)(C)(C)OC(=O)N1C[C@@H](N(CC1)S(=O)(=O)C(CNC)Br)CC#N (3S)-4-((1-bromo-2-(methylamino)ethyl)sulfonyl)-3-(cyanomethyl)piperazine-1-carboxylic acid tert-butyl ester